C1N(CCC2=CC=CC=C12)C[C@H](CNC(=O)N1C([C@@H](CC(C1)([2H])[2H])N1C(C(=NC=C1)C)=O)([2H])[2H])O (R)-N-((S)-3-(3,4-dihydroisoquinolin-2(1H)-yl)-2-hydroxypropyl)-3-(3-methyl-2-oxopyrazin-1(2H)-yl)piperidine-2,2,5,5-d4-1-carboxamide